NC1=CC=C(OC2=CC=C(C=C2)C(C)(C)C2=CC=C(C=C2)OC2=CC=C(C=C2)N)C=C1 2,2-Bis[4-(4-aminophenoxy)Phenyl]Propane